Benzyl (2R,4R)-2-((2-((benzyloxy)carbonyl)-3-hydroxy-5-methylphenoxy)methyl)-4-((tert-butyldiphenylsilyl)oxy)pyrrolidine-1-Carboxylate C(C1=CC=CC=C1)OC(=O)C1=C(OC[C@@H]2N(C[C@@H](C2)O[Si](C2=CC=CC=C2)(C2=CC=CC=C2)C(C)(C)C)C(=O)OCC2=CC=CC=C2)C=C(C=C1O)C